O[C@@H]1C[C@H](N(C1)C([C@H](C(C)(C)C)N1N=NC(=C1)COC1=CC=C(C=C1)CO)=O)C(=O)NC (2S,4r)-4-hydroxy-1-[(2S)-2-[4-[[4-(hydroxymethyl)phenoxy]methyl]triazol-1-yl]-3,3-dimethyl-butyryl]-N-methyl-pyrrolidine-2-carboxamide